tert-butyl 3-[2-(2,2-dimethoxyethoxy)-7-[8-ethyl-3-(methoxymethoxy)-1-naphthyl]-8-fluoro-pyrido[4,3-d]pyrimidin-4-yl]-3,8-diazabicyclo[3.2.1]octane-8-carboxylate COC(COC=1N=C(C2=C(N1)C(=C(N=C2)C2=CC(=CC1=CC=CC(=C21)CC)OCOC)F)N2CC1CCC(C2)N1C(=O)OC(C)(C)C)OC